FC1=C2C(=NC=C1)NC(=C2)C(=O)N[C@@H]2[C@]([C@H]1C([C@@H](C2)C1)(C)C)(C)O 4-fluoro-N-[(1R,2R,3S,5R)-2-hydroxy-2,6,6-trimethyl-norpinan-3-yl]-1H-pyrrolo[2,3-b]pyridine-2-carboxamide